(E)-4-(1H-indol-3-ylvinyl)-N-methylpyridinium iodide [I-].N1C=C(C2=CC=CC=C12)/C=C/C1=CC=[N+](C=C1)C